[((tert-butyldiphenylsilyl)oxy)methyl]cyclobutane-1-carboxylate [Si](C1=CC=CC=C1)(C1=CC=CC=C1)(C(C)(C)C)OCOC(=O)C1CCC1